COC(=O)C=1C=C2C(=CNC2=CC1)C(=C)C 3-(prop-1-en-2-yl)-1H-indole-5-carboxylic acid methyl ester